2-{3-[2-(morpholin-4-yl)ethoxy]phenyl}ethan-1-amine N1(CCOCC1)CCOC=1C=C(C=CC1)CCN